ClC=1C(=CC(=NC1)OC)[C@H](C(=O)N1C[C@]2(CC1)NC1=NC(=C(C=C1CC2)C2=NC=CC=N2)C)C (2R)-2-(5-Chloro-2-methoxypyridin-4-yl)-1-[(2S)-7-methyl-6-(pyrimidin-2-yl)-3,4-dihydro-1H-spiro[1,8-naphthyridine-2,3'-pyrrolidin]-1'-yl]propan-1-one